deoxyadenosine-5'-diphosphate P(O)(=O)(OP(=O)(O)O)OC[C@@H]1[C@H](C[C@@H](O1)N1C=NC=2C(N)=NC=NC12)O